C(C1=CC=CC=C1)N1CC2(CN(C2)C(=O)OC(C)(C)C)C(C1)C(=O)OC 2-tert-butyl 8-methyl 6-benzyl-2,6-diazaspiro[3.4]octane-2,8-dicarboxylate